[Br-].FC([C@@H]1C[C@H](C1)[Zn+])(F)F trans-(3-(trifluoromethyl)cyclobutyl)zinc (II) bromide